6-(methylamino)nicotinic acid CNC1=NC=C(C(=O)O)C=C1